C(#N)C1=C(C=CC(=C1OCCC)OC)C1=CC(=CC=C1)/C(/C(=O)OC)=C/OS(=O)(=O)C(F)(F)F methyl (Z)-2-(2'-cyano-4'-methoxy-3'-propoxy-[1,1'-biphenyl]-3-yl)-3-(((trifluoromethyl) sulfonyl)oxy)acrylate